(tert-butyl 5-(4,4,5,5-tetramethyl-1,3,2-dioxaborolan-2-yl) pyridin-2-yl) carbamate C(N)(OC1=NC=C(C=C1C(C)(C)C)B1OC(C(O1)(C)C)(C)C)=O